N6-biotinyllysine C(CCCC[C@@H]1SC[C@@H]2NC(=O)N[C@H]12)(=O)NCCCC[C@H](N)C(=O)O